ClC=1C(=C2C=NNC2=CC1C)C=1C(=NN(C1C)C1CC2(CN(C2)C(C=C)=O)C1)C=1C=NC(=CC1)OC 1-(6-(4-(5-Chloro-6-methyl-1H-indazol-4-yl)-3-(6-methoxypyridin-3-yl)-5-methyl-1H-pyrazol-1-yl)-2-azaspiro[3.3]heptan-2-yl)prop-2-en-1-one